perfluorooctyldimethylallylammonium iodide [I-].F[N+](C(C(=C(C(F)(F)F)C(F)(F)F)F)(F)F)(C(C(C(C(C(C(C(C(F)(F)F)(F)F)(F)F)(F)F)(F)F)(F)F)(F)F)(F)F)F